OC=1C=C(C2=CC=CC=C2C1)C1=CC=C2C(=NC(=NC2=C1)OC[C@H]1N(CCC1)C)N1[C@H]2CN(C[C@@H]1CC2)C(CN2C=NC=C2)=O 1-((1R,5S)-8-(7-(3-hydroxynaphthalen-1-yl)-2-(((S)-1-methylpyrrolidin-2-yl)methoxy)quinazolin-4-yl)-3,8-diazabicyclo[3.2.1]octan-3-yl)-2-(1H-imidazol-1-yl)ethan-1-one